C(C)(C)(C)OC(=O)N[C@@H](C(C(=O)OC)CC1(CCC1)CCN1C(C2=CC=CC=C2C1=O)=O)C methyl (3R)-3-((tert-butoxycarbonyl)amino)-2-((1-(2-(1,3-dioxoisoindolin-2-yl)ethyl)cyclobutyl)methyl)butanoate